C1(CCCCC1)P(C1=C(SC(=C1P(C1CCCCC1)C1CCCCC1)C(C)C)C(C)C)C1CCCCC1 3,4-bis(dicyclohexylphosphino)-2,5-diisopropylthiophene